2,4-dipropylstyrene C(CC)C1=C(C=C)C=CC(=C1)CCC